4-bromo-1H-thieno[2,3-c]pyrazole BrC1=CSC=2NN=CC21